C(C)(=O)OCCCCCCCC\C=C\CCCC (E)-9-tetradecen-1-yl acetate